N-(3-(5-chlorobenzo[d]oxazol-2-yl)phenyl)-2-(p-methylthiophenyl)acetamide ClC=1C=CC2=C(N=C(O2)C=2C=C(C=CC2)NC(CC2=CC=C(C=C2)SC)=O)C1